COC1=CC=C(C=C1)/C=C/C(=O)OCCC\C=C\C (E)-hex-4-en-1-yl (E)-3-(4-methoxyphenyl)acrylate